C(CCC)OC(C=1C(C(=O)[O-])=CC=CC1)=O mono-butylphthalate